4,6-dichloro-3-fluoro-1H-1,5,7-triazaindene ClC1=C2C(=CNC2=NC(=N1)Cl)F